tert-butyl (3S,4R)-4-((4-(3-(2,6-bis(benzyloxy)pyridin-3-yl)-1-methyl-1H-indazol-7-yl)piperazin-1-yl)methyl)-3-methylpiperidine-1-carboxylate C(C1=CC=CC=C1)OC1=NC(=CC=C1C1=NN(C2=C(C=CC=C12)N1CCN(CC1)C[C@H]1[C@@H](CN(CC1)C(=O)OC(C)(C)C)C)C)OCC1=CC=CC=C1